FC1=CN(C=2N=C(N=CC21)NC2=CC(=C(C=C2)OC2CCN(CC2)C)F)C2=CC=CC(=N2)C(C)(C)O 2-(6-(5-fluoro-2-((3-fluoro-4-((1-methylpiperidin-4-yl)oxy)phenyl)amino)-7H-pyrrolo[2,3-d]pyrimidin-7-yl)pyridin-2-yl)propan-2-ol